FC=1C(=C(C=CC1)[C@@H]1C2=C(NC(=C1C(=O)OC)C)COC2=O)C2CC(C2)F Methyl (S)-4-(3-fluoro-2-(3-fluorocyclobutyl)phenyl)-2-methyl-5-oxo-1,4,5,7-tetrahydrofuro[3,4-b]pyridine-3-carboxylate